2-Aminoethyl (2,3,4,6-tetra-O-benzoyl-α-D-mannopyranosyl)-(1→3)-[2,3,4,6-tetra-O-benzoyl-α-D-mannopyranosyl-(1→6)]-2,4-di-O-benzoyl-α-D-mannopyranoside C(C1=CC=CC=C1)(=O)O[C@@H]1[C@H](O[C@@H]([C@H]([C@@H]1OC(C1=CC=CC=C1)=O)OC(C1=CC=CC=C1)=O)COC(C1=CC=CC=C1)=O)O[C@@H]1[C@@H]([C@@H](OCCN)O[C@@H]([C@H]1OC(C1=CC=CC=C1)=O)CO[C@@H]1[C@@H](OC(C2=CC=CC=C2)=O)[C@@H](OC(C2=CC=CC=C2)=O)[C@H](OC(C2=CC=CC=C2)=O)[C@H](O1)COC(C1=CC=CC=C1)=O)OC(C1=CC=CC=C1)=O